(S)-2-(4-((3-(3-(benzyloxy)-4-methoxyphenyl)-6-methyl-2-oxotetrahydropyrimidin-1(2H)-yl)methyl)-1H-indol-1-yl)-N,N-dimethylacetamide C(C1=CC=CC=C1)OC=1C=C(C=CC1OC)N1C(N([C@H](CC1)C)CC1=C2C=CN(C2=CC=C1)CC(=O)N(C)C)=O